CC(=O)C(C)CC secondary butyl methyl ketone